NC1=CC=C(C=C1)CCN1[C@@H](O[C@@H](C1=O)C)C=1C(=NN(C1)C1=CC=C(C=C1)Br)C1=NC=C(C=C1)Cl (2S,5R)-3-(4-aminophenylethyl)-2-(1-(4-bromophenyl)-3-(5-chloropyridin-2-yl)-1H-pyrazol-4-yl)-5-methyloxazolidin-4-one